C(C1=CC=CC=C1)NCCN (E)-benzyl-1,2-ethylenediamine